(S)-tert-butyl (1-((4-bromo-5-methylisoxazol-3-yl)oxy)-2-phenylpropan-2-yl)carbamate BrC=1C(=NOC1C)OC[C@](C)(C1=CC=CC=C1)NC(OC(C)(C)C)=O